ClC1=CC=C(C(=N1)C(=O)O)NC(C)C=1C=C(C=C2C(C(=C(OC12)S(=O)CC)C)=O)C 6-chloro-3-[1-(2-ethylsulfinyl-3,6-dimethyl-4-oxo-chromen-8-yl)ethylamino]pyridine-2-carboxylic acid